4-iodo-1-(triphenylmethyl)-1H-pyrazole IC=1C=NN(C1)C(C1=CC=CC=C1)(C1=CC=CC=C1)C1=CC=CC=C1